C(C1=CC=CC=C1)C1CCN(CC1)CC=1NC(=NN1)C=1NC2=CC(=C(C=C2C1)Cl)Cl 2-(5-((4-benzylpiperidin-1-yl)methyl)-4H-1,2,4-triazol-3-yl)-5,6-dichloro-1H-indole